C(C)N1CC2CCC(C1)N2C2=NC=1CCN(CC1C=C2)C(COC2=CC=C(C=C2)F)=O 1-(2-(3-ethyl-3,8-diazabicyclo[3.2.1]octan-8-yl)-7,8-dihydro-1,6-naphthyridin-6(5H)-yl)-2-(4-fluorophenoxy)ethan-1-one